benzyl (R)-2-(((benzyloxy)carbonyl)amino)-3-(3-bromo-5-fluorobenzamido)propanoate C(C1=CC=CC=C1)OC(=O)N[C@@H](C(=O)OCC1=CC=CC=C1)CNC(C1=CC(=CC(=C1)F)Br)=O